The molecule is an azaarene that is the 1,2-diaza analogue of naphthalene. The parent of the class of cinnolines. It is a mancude organic heterobicyclic parent, a member of cinnolines, an azaarene and an ortho-fused heteroarene. C1=CC=C2C(=C1)C=CN=N2